N-(5-((2-(methoxymethyl)benzo[d]thiazol-6-yl)ethynyl)-8-(methylamino)-2,7-naphthyridin-3-yl)cyclopropanecarboxamide COCC=1SC2=C(N1)C=CC(=C2)C#CC2=C1C=C(N=CC1=C(N=C2)NC)NC(=O)C2CC2